(E)-6-(6-(difluoromethoxy)pyridin-3-yl)-N'-((5-(1-hydroxyethyl)pyridin-3-yl)methylene)pyrazine-2-carbohydrazide FC(OC1=CC=C(C=N1)C1=CN=CC(=N1)C(=O)N/N=C/C=1C=NC=C(C1)C(C)O)F